2-(((1r,4r)-4-(dimethyl-amino)cyclohexyl)-amino)-8-isopropyl-6-(2,3,5-trifluoro-4-((3,3,3-trifluoro-2-hydroxypropyl)amino)-phenyl)pyrido[2,3-d]-pyrimidin-7(8H)-one CN(C1CCC(CC1)NC=1N=CC2=C(N1)N(C(C(=C2)C2=C(C(=C(C(=C2)F)NCC(C(F)(F)F)O)F)F)=O)C(C)C)C